[3-[6-[(5-Methoxy-2-pyridyl)-methyl-amino]-3-pyridyl]azetidin-1-yl]-[(3S)-3-(1H-triazol-5-yl)pyrrolidin-1-yl]methanone COC=1C=CC(=NC1)N(C1=CC=C(C=N1)C1CN(C1)C(=O)N1C[C@H](CC1)C1=CN=NN1)C